C(C)(CC)P([O-])([O-])=O sec-butylphosphonat